3-(bromomethyl)-2-chloro-6-fluorobenzonitrile BrCC=1C(=C(C#N)C(=CC1)F)Cl